(2R)-N-{2-[1-(2,3-dihydro-1,4-benzodioxin-6-ylmethyl)piperidin-4-yl]ethyl}-2-methyl-4-(3,4,5-trifluorophenyl)piperazine-1-carboxamide O1CCOC2=C1C=CC(=C2)CN2CCC(CC2)CCNC(=O)N2[C@@H](CN(CC2)C2=CC(=C(C(=C2)F)F)F)C